(6-Chloro-7-fluoro-4-(1,4-oxazepan-4-yl)-1H-indol-2-yl)(4-(3-methoxypyridin-2-yl)piperazin-1-yl)methanone ClC1=CC(=C2C=C(NC2=C1F)C(=O)N1CCN(CC1)C1=NC=CC=C1OC)N1CCOCCC1